ClC1=CC(=C(C=C1)N1C(N2[C@@H](CN([C@@H](C2)CC)C=2C(=NC(=CC2)C=2C(=NC=CC2)OCC)C=O)C1)=O)C(F)(F)F 3-[(6R,8aS)-2-[4-chloro-2-(trifluoromethyl)phenyl]-6-ethyl-3-oxo-5,6,8,8a-tetrahydro-1H-imidazo[1,5-a]pyrazin-7-yl]-6-(2-ethoxypyridin-3-yl)pyridine-2-carbaldehyde